ClC1=CC(N(C=C1)C(C)N1N=NC(=C1)C1=NC(=CN=C1)N1C[C@H](CC1)C)=O 4-chloro-1-(1-(4-(6-((S)-3-methylpyrrolidin-1-yl)pyrazin-2-yl)-1H-1,2,3-triazol-1-yl)ethyl)pyridin-2(1H)-one